C1=COC(=O)N1/N=C/C2=CC=C(O2)[N+](=O)[O-] The molecule is an oxazoline derivative having an oxo group at the 2-position and an N-{[(5-nitro-2-furyl)methylene]amino} substituent. It has a role as an epitope. It is a member of furans, a C-nitro compound and an oxazoline.